C1(CCC1)N(C(OC(C)(C)C)=O)C([2H])([2H])[2H] tert-butyl N-cyclobutyl-N-(trideuteriomethyl)carbamate